N[C@@H]1CN(CCC1)C1=CC=C2N=C(C(=NC2=C1)C1=CC=C(C#N)C=C1)C1=CC=C(C=C1)C (S)-4-(7-(3-aminopiperidin-1-yl)-3-(4-methylphenyl)quinoxalin-2-yl)benzonitrile